Methyl 3-(((1-(cyanomethyl)cyclopropyl)methyl)amino)-4-nitrobenzoate C(#N)CC1(CC1)CNC=1C=C(C(=O)OC)C=CC1[N+](=O)[O-]